Tert-butyl (1-(4-bromo-2-fluorophenyl)piperidin-4-yl)carbamate BrC1=CC(=C(C=C1)N1CCC(CC1)NC(OC(C)(C)C)=O)F